CN1CCC(CC1)CCN1N=CC(=C1)CN(CCC(=O)OC(CCCCCC)CCCCCCCC)CCC(=O)OC(CCCCCC)CCCCCCCC di(pentadecan-7-yl) 3,3'-(((1-(2-(1-methylpiperidin-4-yl)ethyl)-1H-pyrazol-4-yl)methyl)azanediyl)dipropionate